NC1[C@@H]2CN(C[C@H]12)C(=O)OC(C)(C)C tert-butyl (1R,5S)-6-amino-3-azabicyclo[3.1.0]hexane-3-carboxylate